CCCCN(C1=C(C=CC=C1)C1=CC=CC=C1)C1=CC=CC=C1 N-4-butylphenyldiphenylamine